(6E)-6-[(6-chloro-2-methyl-2H-indazol-5-yl)imino]-3-[(1-methyl-1H-1,2,4-triazol-3-yl)methyl]-1-[(2,4,5-trifluoro-phenyl)methyl]-1,3,5-triazine-2,4-dione ClC=1C(=CC2=CN(N=C2C1)C)\N=C\1/NC(N(C(N1CC1=C(C=C(C(=C1)F)F)F)=O)CC1=NN(C=N1)C)=O